(R)-3-(5-(1,3-dioxolan-2-yl)-6,7-difluorobenzo[d]isoxazol-3-yl)-5-(iodomethyl)thiazol-2-one O1C(OCC1)C=1C(=C(C2=C(C(=NO2)N2C(SC(=C2)CI)=O)C1)F)F